N1(CCOCC1)CN1CCOCC1 dimorpholinylmethane